FC(C1=CC2=C(SC(=C2)C(=O)O)C=C1)P(=O)(OC1=CC=CC=C1)N[C@H](C(OCCC(F)(F)F)=O)C 5-(fluoro((((S)-1-oxo-1-(3,3,3-trifluoropropoxy)propan-2-yl)amino)(phenoxy)phosphoryl)methyl)benzo[b]thiophene-2-carboxylic acid